C=1(C=CN2CCCCC12)C(=O)N 5,6,7,8-tetrahydroindolizine-1-carboxamide